C1(CCCC1)N1C(C(C(CC1)=O)C(=O)OCC)=O ethyl 1-cyclopentyl-2,4-dioxopiperidin-3-carboxylate